C1(CC1)C=1C=C(C(=NC1)C1=NC=2N(C=C1)N=C(N2)C(F)(F)F)S(=O)(=O)CC 5-(5-cyclopropyl-3-(ethylsulfonyl)pyridin-2-yl)-2-(trifluoromethyl)-[1,2,4]triazolo[1,5-a]pyrimidine